(R)-(2-(4-(6-amino-2-azaspiro[3.3]heptan-2-yl)-2-fluorophenyl)-7-(2-methyl-2H-1,2,3-triazol-4-yl)pyrazolo[1,5-a]pyrimidin-5-yl)(1-methyl-3,4-dihydroisoquinolin-2(1H)-yl)methanone NC1CC2(CN(C2)C2=CC(=C(C=C2)C2=NN3C(N=C(C=C3C3=NN(N=C3)C)C(=O)N3[C@@H](C4=CC=CC=C4CC3)C)=C2)F)C1